(1,1-dioxo-2,3-dihydrothiophen-3-yl)-7-methyl-2-oxo-1,2-dihydroquinoline-3-carboxamide O=S1(CC(C=C1)N1C(C(=CC2=CC=C(C=C12)C)C(=O)N)=O)=O